COC=1SC=CC1C(=O)[O-] 2-methoxythiophene-3-carboxylate